CC1=CC=C(C=C1)NO N-(p-tolyl)hydroxylamine